tert-butyl cis-2-(7-cyanopyrazolo[1,5-a]pyridin-4-yl)-4-methyl-3,4,6,7,9,9a-hexahydro-1H-pyrazino[1,2-a]pyrazine-8-carboxylate C(#N)C1=CC=C(C=2N1N=CC2)N2C[C@@H]1N([C@@H](C2)C)CCN(C1)C(=O)OC(C)(C)C